2-acetyl-4H,9H-naphtho[2,3-b]furan C(C)(=O)C1=CC2=C(O1)CC1=CC=CC=C1C2